ClC=1C=C(C(=NC1N1N=CC=N1)C)NC(=O)C=1C=NN(C1C(F)(F)F)C1=C2C(=C(N=C1)N1CC(C1)O)SC=C2 N-(5-chloro-2-methyl-6-(2H-1,2,3-triazol-2-yl)pyridin-3-yl)-1-(7-(3-hydroxyazetidin-1-yl)thieno[2,3-c]pyridin-4-yl)-5-(trifluoromethyl)-1H-pyrazole-4-carboxamide